1,3-di{1,5-di(methoxycarbonyl)-3-methyl-9-oxo-2,4-di(pyridin-2-yl)-3,7-diazabicyclo[3.3.1]nonan-7-yl}propane COC(=O)C12C(N(C(C(CN(C1)CCCN1CC3(C(N(C(C(C1)(C3=O)C(=O)OC)C3=NC=CC=C3)C)C3=NC=CC=C3)C(=O)OC)(C2=O)C(=O)OC)C2=NC=CC=C2)C)C2=NC=CC=C2